3,6-dibromo-phthalaldehyde BrC1=C(C(C=O)=C(C=C1)Br)C=O